[N+](=O)([O-])C=1C=C(CO)C=CC1 m-Nitrobenzyl alcohol